CCCCCCCCCCCCCC(=O)OC[C@H](COC(=O)CCCCCCC/C=C\\CCCCCCCC)OC(=O)CCCCCCC/C=C\\CCCCCCCC The molecule is a triacyl-sn-glycerol in which the 1-acyl group is tetradecanoyl while the 2- and 3-acyl groups are oleoyl. It has a role as a human blood serum metabolite. It is a triacyl-sn-glycerol and a TG(14:0/18:1/18:1).